N(=[N+]=[N-])C1=CC=C(N)C=C1 4-azidoaniline